C1(CC1)C(=O)NC1=NC=C(C(=O)NC([2H])([2H])[2H])C(=C1)NC1=CC=CC=2C=3C(C(N(C12)C)C)=CN(N3)C([2H])([2H])[2H] 6-(cyclopropanecarboxamido)-4-((4,5-dimethyl-2-(methyl-d3)-4,5-dihydro-2H-pyrazolo[4,3-c]quinolin-6-yl)amino)-N-(methyl-d3)nicotinamide